ClC1=NC(=CC(=C1)C=1C(=NN2C1N=C(C=C2)N[C@H](C(=O)O)C)C2=CC(=CC=C2)C#N)C (2S)-2-[[3-(2-chloro-6-methyl-4-pyridinyl)-2-(3-cyanophenyl)pyrazolo[1,5-a]pyrimidin-5-yl]amino]propionic acid